CC(CCC(C)C)N(C1=CC=C(C=C1)N)C(CCC(C)C)C N,N-bis(1,4-dimethylpentyl)p-phenylenediamine